1,4-dibromothiophene BrS1C=CC(=C1)Br